ClC=1C=C(C=CC1Cl)NC(=O)N1C2CCC1C(C=1N=CN=CC12)F (±)-N-(3,4-dichlorophenyl)-9-fluoro-6,7,8,9-tetrahydro-5H-5,8-epiminocyclohepta[d]-pyrimidine-10-carboxamide